Triethoxy(3,3,3-trifluoropropyl)silane C(C)O[Si](CCC(F)(F)F)(OCC)OCC